C(C)OC([C@H]1N(CC(C1)OC(=O)NC1=CC=CC=C1)C)=O 1-Methyl-4-phenylaminocarbonyl-oxy-proline-ethylester